CC=1C2=CC[CH-]C2=CC=CC1.[Li+] Lithium 4-methyl-dihydroazulenid